BrC=1C=C2C(=NC1)NC=C2C 5-bromo-3-methyl-1H-pyrrolo[2,3-b]pyridine